BrCCCCCC1=C(C=CC=C1)OC bromoamylanisole